CC1=C(C(CCC1)(C)C)\C=C\C(CC)=O (E)-1-(2,6,6-trimethyl-cyclohexen-1-yl)pent-1-en-3-one